4,4-dihydroxy-8-({1-[(piperidin-3-yl)acetyl]azetidin-3-yl}oxy)-5-oxa-4-boranuidabicyclo[4.4.0]deca-1(6),7,9-triene-7-carboxylic acid disodium salt [Na+].[Na+].O[B-]1(CCC=2C=CC(=C(C2O1)C(=O)O)OC1CN(C1)C(CC1CNCCC1)=O)O.O[B-]1(CCC=2C=CC(=C(C2O1)C(=O)O)OC1CN(C1)C(CC1CNCCC1)=O)O